1,2,3,9-tetrahydro-9-methyl-4H-carbazol-4-one CN1C2=CC=CC=C2C=2C(CCCC12)=O